(1H-indazol-5-ylsulfanyl)-N-methylbenzamide N1N=CC2=CC(=CC=C12)SC1=C(C(=O)NC)C=CC=C1